2,2-dimethyl-N-(3-phenylpropyl)piperidine-1-carboxamide CC1(N(CCCC1)C(=O)NCCCC1=CC=CC=C1)C